7-nitro-1-methyl-9H-b-carboline [N+](=O)([O-])C1=CC=C2C=3C=CN=C(C3NC2=C1)C